(2S,4R)-tert-butyl 2-((4-ethynyl-2-fluorobenzyl) carbamoyl)-4-hydroxypyrrolidine-1-carboxylate C(#C)C1=CC(=C(CNC(=O)[C@H]2N(C[C@@H](C2)O)C(=O)OC(C)(C)C)C=C1)F